NC1(C(=NN(C1NN)C)C)N di-amino-1,3-dimethyl-5-hydrazinylpyrazole